3-Ethyl-6,7-difluoro-2-((R)-1-((R)-3-methyl-1,4-diazepan-1-yl)butyl)quinazolin-4(3H)-one C(C)N1C(=NC2=CC(=C(C=C2C1=O)F)F)[C@@H](CCC)N1C[C@H](NCCC1)C